4-(N,N-diethylamino)benzoic acid C(C)N(CC)C1=CC=C(C(=O)O)C=C1